C1(CC1)C=1C(=C(C=C(C1)C(F)(F)F)O)C1=C2C(=C(N=N1)N[C@H]1CN(CCC1)C)C=NC=C2 3-cyclopropyl-2-(4-{[(3R)-1-methylpiperidin-3-yl]amino}pyrido[3,4-d]pyridazin-1-yl)-5-(trifluoromethyl)phenol